(R)-4-((1-(3-(difluoromethyl)-2-fluorophenyl)ethyl)amino)-6-(1-(fluoromethyl)cyclopropyl)-8-(4-Isopropylpiperazin-1-yl)-2-methylpyrido[4,3-d]pyrimidin-7(6H)-one FC(C=1C(=C(C=CC1)[C@@H](C)NC=1C=2C(N=C(N1)C)=C(C(N(C2)C2(CC2)CF)=O)N2CCN(CC2)C(C)C)F)F